magnesium bispropionate C(CC)(=O)[O-].C(CC)(=O)[O-].[Mg+2]